C[C@@H]1CCNC(OCC=2C=NC=C(C3=NN(C4=CC=C(O1)C=C34)C3OCCCC3)N2)=O (13R)-13-methyl-19-(oxan-2-yl)-8,14-dioxa-4,10,19,20,23-pentaazatetracyclo[13.5.2.12,6.018,21]tricosa-1(20),2,4,6(23),15,17,21-heptaen-9-one